6-(7-(3-chloro-2-cyclopropyl-5-hydroxyphenyl)-8-fluoro-2-((tetrahydro-1H-pyrrolizin-7a(5H)-yl)methoxy)pyrido[4,3-d]pyrimidin-4-yl)-1,6-diazaspiro[3.5]nonan-2-one ClC=1C(=C(C=C(C1)O)C1=C(C=2N=C(N=C(C2C=N1)N1CC2(CC(N2)=O)CCC1)OCC12CCCN2CCC1)F)C1CC1